SC1=C(C=CC=C1)CO (2-Mercaptophenyl)methanol